tert-butyl ((1R,3S)-3-(4-ethyl-4H-1,2,4-triazol-3-yl)cyclohexyl)carbamate C(C)N1C(=NN=C1)[C@@H]1C[C@@H](CCC1)NC(OC(C)(C)C)=O